pyrazolo[1,5-a]Pyrimidine-3-carboxylic acid [4-(5-chloro-2-difluoromethoxy-phenyl)-2-(4-oxo-piperidin-1-yl)-thiazol-5-yl]Amide ClC=1C=CC(=C(C1)C=1N=C(SC1NC(=O)C=1C=NN2C1N=CC=C2)N2CCC(CC2)=O)OC(F)F